tert-butyl 3-(6-(1-(4-chlorophenyl)cyclopropyl)pyridin-2-yl)-2-(diethoxyphosphoryl)propanoate ClC1=CC=C(C=C1)C1(CC1)C1=CC=CC(=N1)CC(C(=O)OC(C)(C)C)P(=O)(OCC)OCC